NC[C@@H](C)O |r| (R/S)-1-amino-2-propanol